ClC=1C(=NC(=C(C1)F)C1=CC=C(C=C1)OC(F)(F)F)C(=O)OC Methyl 3-chloro-5-fluoro-6-(4-(trifluoromethoxy) phenyl)picolinate